1-((2R,4R)-4-((3-(cyclopropylmethoxy)-4-(difluoromethoxy)phenyl)amino)-2-(hydroxymethyl)pyrrolidin-1-yl)ethan-1-one C1(CC1)COC=1C=C(C=CC1OC(F)F)N[C@@H]1C[C@@H](N(C1)C(C)=O)CO